1-(2-methoxy-5-(trifluoromethoxy)phenyl)-3-(2-(5-(4-methylpiperazin-1-yl)pyrazolo[1,5-a]pyridine-3-carbonyl)-2-azaspiro[3.3]heptan-6-yl)urea COC1=C(C=C(C=C1)OC(F)(F)F)NC(=O)NC1CC2(CN(C2)C(=O)C=2C=NN3C2C=C(C=C3)N3CCN(CC3)C)C1